6-(5-fluoro-2-methylphenyl)-2-(pyridin-2-yloxymethyl)imidazo[1,2-a]pyrimidine FC=1C=CC(=C(C1)C=1C=NC=2N(C1)C=C(N2)COC2=NC=CC=C2)C